ClC1=C(C=C(C=C1)Cl)C1=CN=C(O1)CSC1=NC(=NC(=N1)C)N 4-({[5-(2,5-Dichlorophenyl)-1,3-oxazol-2-yl]methyl}sulfanyl)-6-methyl-1,3,5-triazin-2-amin